C1(CC1)C1=NC(=NO1)C=1C=C(C(=NC1)C1=NC=2C(=NC=C(C2)C(F)(F)C2CC2)N1C)SCC 5-(5-cyclopropyl-1,2,4-oxadiazol-3-yl)-2-[6-(cyclopropyldifluoromethyl)-3-methyl-3H-imidazo[4,5-b]pyridin-2-yl]-3-(ethylsulfanyl)pyridine